BrC1=CC=C(C=C1)N1C(N(C2=C1C=CC=C2)CC(=O)O)=O 2-[3-(4-bromophenyl)-2-oxobenzimidazol-1-yl]acetic acid